N1C=C(C2=CC=CC=C12)CC1N(CCC2=CC(=C(C=C12)OC)OC)N1CCOCC1 1-((1H-indol-3-yl)methyl)-6,7-dimethoxy-3,4-dihydroisoquinoline-2(1H)-yl(morpholine)